C(CC=CCCCCC)=O Non-3-enal